NC=1C=C(C=C(C1)C(C)(C)C)C(C)(C)NC(OC(C)(C)C)=O tert-butyl (2-(3-amino-5-(tert-butyl)phenyl)propan-2-yl)carbamate